(2-methylbenzylidene)benzenesulfonohydrazide CC1=C(C=NNS(=O)(=O)C2=CC=CC=C2)C=CC=C1